21-fluoro-9-methyl-12,15-dioxa-5,9,24,27,28,31-hexaazahexacyclo[21.5.2.12,5.06,11.017,22.026,29]hentriaconta-1(28),2(31),3,17(22),18,20,23,25,29-nonaene FC1=CC=CC=2COCCOC3CN(CCC3N3C=CC(C4=NNC5=CN=C(C12)C=C45)=N3)C